(2,4-dichloro-3-pyridinyl)-(oxetan-3-yl)methanone ClC1=NC=CC(=C1C(=O)C1COC1)Cl